BrC=1C=C(CN2CC=NC3=CC=CC=C23)C=CC1 1-(3-bromobenzyl)quinoxaline